N-((4-(6-fluoropyridin-3-yl)-1H-pyrrol-2-yl)methyl)pyridin-3-amine FC1=CC=C(C=N1)C=1C=C(NC1)CNC=1C=NC=CC1